4-amino-7-fluoro-N,3-dimethyl-N-((3S)-6-(trifluoromethyl)-2,3-dihydro-1-benzofuran-3-yl)-3H-pyrazolo[3,4-c]quinoline-8-carboxamide NC1=NC=2C=C(C(=CC2C2=C1N(N=C2)C)C(=O)N([C@@H]2COC1=C2C=CC(=C1)C(F)(F)F)C)F